(3-(2-Nitro-1H-imidazol-1-yl)propyl)carbamic acid tert-butyl ester C(C)(C)(C)OC(NCCCN1C(=NC=C1)[N+](=O)[O-])=O